C(=O)(OC(C)(C)C)NCCS Boc-cysteamine